CC1=CC(=O)O[C@@H](C1(C)C)CC(=O)SCCNC(=O)CCNC(=O)[C@@H](C(C)(C)COP(=O)(O)OP(=O)(O)OC[C@@H]2[C@H]([C@H]([C@@H](O2)N3C=NC4=C(N=CN=C43)N)O)OP(=O)(O)O)O The molecule is an acyl-CoA that results from the formal condensation of the thiol group of coenzyme A with the carboxy group of (2R)-3,3,4-trimethyl-6-oxo-3,6-dihydro-1H-pyran-2-yl]acetic acid. It is a conjugate acid of a [(2R)-3,3,4-trimethyl-6-oxo-3,6-dihydro-1H-pyran-2-yl]acetyl-CoA(4-).